C1(C=CC(N1C1=CC=C(OC2=CC=C(C=C2)C(CCCCCCC)C2=CC=C(C=C2)OC2=CC=C(C=C2)N2C(C=CC2=O)=O)C=C1)=O)=O bis[4-(4-maleimidophenoxy)phenyl]octane